C(C)(C)N1CCC(CC1)NC1=NC(=NC2=CC(=C(C=C12)OC)OCCCN1CCCCC1)N1CCN(CCC1)C N-(1-isopropylpiperidin-4-yl)-6-methoxy-2-(4-methyl-1,4-diazepan-1-yl)-7-(3-(piperidin-1-yl)propoxy)quinazolin-4-amine